C1(=CCCC1)C=1C(=C(C=C(C1)[N+](=O)[O-])C=1C=NN(C1)CCCO)N1CCOCC1 3-(4-(3-(cyclopent-1-en-1-yl)-2-morpholinyl-5-nitrophenyl)-1H-pyrazol-1-yl)propan-1-ol